FC=1C(=C2C=CC(=CC2=CC1)O)C#C[Si](C(C)C)(C(C)C)C(C)C 6-fluoro-5-(2-(tris(prop-2-yl)silyl)ethynyl)naphthalen-2-ol